(Sa)-6-(4-Chloro-1-((R)-1-(4-(6-ethoxypyridin-2-yl)phenyl)ethyl)-1H-indazol-7-carboxamido)spiro[3.3]heptan ClC1=C2C=NN(C2=C(C=C1)C(=O)NC1CC2(CCC2)C1)[C@H](C)C1=CC=C(C=C1)C1=NC(=CC=C1)OCC